(5S,7R,8R,9S,10S)-7-(hydroxymethyl)-9-(4-(3,4,5-trifluorophenyl)-1H-1,2,3-triazol-1-yl)-1,6-dioxaspiro[4.5]decane-8,10-diol OC[C@H]1O[C@@]2(CCCO2)[C@H]([C@H]([C@H]1O)N1N=NC(=C1)C1=CC(=C(C(=C1)F)F)F)O